[N+](=O)([O-])C1=C(C=CC=C1)N1C(=CC=C1)C=C\C=N\N=C(N)N N''-[(e)-[3-[1-(2-nitrophenyl)-1H-pyrrol-2-yl]prop-2-en-1-ylidene]amino]guanidine